C(=O)(O)C=1C=CC=C(C1C(=O)O)C=1N=NOC1 5,6-dicarboxyphenyl-oxadiazole